N-((1R,2S)-2-Acrylamidocyclopentyl)-5-(4-methyl-6-((2-methylpyridin-3-yl)oxy)pyridin-3-yl)-4-oxo-4,5-dihydro-3H-1-thia-3,5,8-triazaacenaphthylene-2-carboxamide C(C=C)(=O)N[C@@H]1[C@@H](CCC1)NC(=O)C=1SC=2N=CC=C3N(C(NC1C23)=O)C=2C=NC(=CC2C)OC=2C(=NC=CC2)C